2-Bromo-N-(tert-butyl)-4-methylaniline BrC1=C(NC(C)(C)C)C=CC(=C1)C